FC(C(=O)O)(F)F.C(C)C1=C2C=CC(=CC2=CC=C1F)O 5-ethyl-6-fluoronaphthalen-2-ol trifluoroacetate